3-(prop-2-enoyl)-3-azabicyclo[3.2.1]octan-8-one C(C=C)(=O)N1CC2CCC(C1)C2=O